ClC=1C=NN2C1N=C(N=C2NC2CCC(CC2)N2CCN(CC2)C)C2=C(C=CC=C2F)F 8-chloro-2-(2,6-difluorophenyl)-N-((1r,4r)-4-(4-methylpiperazin-1-yl)cyclohexyl)pyrazolo[1,5-a][1,3,5]triazin-4-amine